O=C1N[C@@H]2[C@H](N1)CS[C@@H]2CCCCC(=O)N2CCN(CC2)CCN2C(C1C3C=CC(C1C2=O)O3)=O 2-(2-(4-(5-((3aR,4R,6aS)-2-Oxohexahydro-1H-thieno[3,4-d]imidazol-4-yl)pentanoyl)piperazin-1-yl)ethyl)-3a,4,7,7a-tetrahydro-1H-4,7-epoxyisoindol-1,3(2H)dione